BrC1=CC=C(OC[C@@H]2COC[C@@](O2)(C)CF)C=C1 (2S,6S)-6-((4-bromophenoxy)methyl)-2-(fluoromethyl)-2-methyl-1,4-dioxane